BrC1=C(C=C(OC2=NC(=CC=C2)C)C=C1)CBr 2-(4-bromo-3-(bromomethyl)phenoxy)-6-methylpyridine